4,4'-(4-(4,6-di([1,1'-biphenyl]-4-yl)-1,3,5-triazin-2-yl)-1,2-phenylene)bis(1-naphthonitrile) C1(=CC=C(C=C1)C1=NC(=NC(=N1)C1=CC=C(C=C1)C1=CC=CC=C1)C1=CC(=C(C=C1)C1=CC=C(C2=CC=CC=C12)C#N)C1=CC=C(C2=CC=CC=C12)C#N)C1=CC=CC=C1